C1(CCC1)OC=1C=C(C(=C(C1)N1CC2=CC=C(C=C2CC1)C1C(C1)C(=O)O)F)F 2-(2-(5-cyclobutoxy-2,3-difluorophenyl)-1,2,3,4-tetrahydroisoquinolin-6-yl)cyclopropane-1-carboxylic acid